N1=CC(=CC=C1)C1=NC(=NC(=N1)C=1C=NC=CC1)C=1C=C(C=CC1)C1=NC2=C(N1C1=CC=CC=C1)C=CC=C2 2-(3-(4,6-bis(pyridin-3-yl)-1,3,5-triazin-2-yl)phenyl)-1-phenyl-1H-benzo[d]imidazole